methyl 2-(6-bromo-4-(2,2-difluorocyclopropoxy)-1-oxophthalazin-2(1H)-yl)acetate BrC=1C=C2C(=NN(C(C2=CC1)=O)CC(=O)OC)OC1C(C1)(F)F